C(C)OS(=O)(=O)[O-].C(C=C)[N+](CC)(C)CC=C diallyl-methylethyl-ammonium ethylsulfate